C(C)(C)(C)C=1C=C(C=C(C1O)C(C)(C)C)CCC(=O)NC1=CC=C(S(=O)(=O)O)C=C1 N-[3-(3,5-di-tert-butyl-4-hydroxyphenyl)propionyl]Sulfanilic acid